C(C=C)(=O)N1C[C@@H](N(CC1)C1=NC(N2C3=C(C(=C(C=C13)Cl)C1=CC(=C(C=C1)Cl)F)SCC2)=O)C (S)-7-(4-acryloyl-2-methylpiperazin-1-yl)-9-chloro-10-(4-chloro-3-fluorophenyl)-2,3-dihydro-5H-[1,4]thiazino[2,3,4-ij]quinazolin-5-one